(2S,4S)-1-(((9H-fluoren-9-yl)methoxy)carbonyl)-4-((((9H-fluoren-9-yl)methoxy)carbonyl)amino)pyrrolidine-2-carboxylic acid C1=CC=CC=2C3=CC=CC=C3C(C12)COC(=O)N1[C@@H](C[C@@H](C1)NC(=O)OCC1C2=CC=CC=C2C=2C=CC=CC12)C(=O)O